CO[Si](CCCNCCN)(OC)OC N-(β-Aminoethyl)-γ-aminopropyltrimethoxysilane